CN(S(=O)(=O)C1=CC=C(C=C1)S(=O)(=O)NC1=C(C=CC=C1)N1CCN(CC1)C)C N1,N1-dimethyl-N4-(2-(4-methylpiperazin-1-yl)phenyl)benzene-1,4-disulfonamide